Cl.ClC1=CC=C(C[C@H]2CO[C@H](CN2C2CCC(CC2)C2=NN(C(=C2)C)C)CNC(=O)C2=NN(C(=C2)C)C)C=C1 N-(((2S,5S)-5-(4-chlorobenzyl)-4-(4-(1,5-dimethyl-1H-pyrazol-3-yl)cyclohexyl)morpholin-2-yl)methyl)-1,5-dimethyl-1H-pyrazole-3-carboxamide hydrochloride